C(CCCCCCCCCCC)NC(CCC(=O)NCCCN(C)C)=O N-dodecyl-N'-[3-(dimethylamino)propyl]-succinic acid diamide